ClC1=C(C=C(C=C1C)O)C 4-chloro-3,5-di-methylphenol